4-(2-chlorophenyl)-2-[1-methyl-2-(2-carboxyl-benzylidene)hydrazino]thiazole tert-butyl-4-benzyloxy-2-chloro-5,7-dihydropyrrolo[3,4-d]pyrimidine-6-carboxylate C(C)(C)(C)OC(=O)N1CC=2N=C(N=C(C2C1)OCC1=CC=CC=C1)Cl.ClC1=C(C=CC=C1)C=1N=C(SC1)N(N=CC1=C(C=CC=C1)C(=O)O)C